lauryl-aminomonosodium diacetate C(C)(=O)O.C(C)(=O)O.C(CCCCCCCCCCC)N[Na]